C(=O)(O)C1=CC=C(C(=O)C2=CC=C(C=C2)C(=O)O)C=C1 4,4'-dicarboxybenzophenone